2-[2-[2-[2-[[2-(2,6-dioxo-3-piperidyl)-1,3-dioxo-isoindolin-4-yl]amino]ethoxy]ethoxy]ethoxy]ethyl 4-methylbenzenesulfonate CC1=CC=C(C=C1)S(=O)(=O)OCCOCCOCCOCCNC1=C2C(N(C(C2=CC=C1)=O)C1C(NC(CC1)=O)=O)=O